4-methyl-2-[(oxan-4-yl)methyl]-N-{[(2S)-oxolan-2-yl]methyl}-8-(trifluoromethyl)-4,5-dihydro-2H-furo[2,3-g]indazole-7-carboxamide CC1C2=CN(N=C2C2=C(C1)OC(=C2C(F)(F)F)C(=O)NC[C@H]2OCCC2)CC2CCOCC2